1-(4-(4-AMINO-7-CYCLOBUTYL-7H-PYRROLO[2,3-D]PYRIMIDIN-5-YL)-2-FLUOROPHENYL)-3-(4-((4-METHYLPIPERAZIN-1-YL)METHYL)-3-(TRIFLUOROMETHYL)PHENYL)UREA NC=1C2=C(N=CN1)N(C=C2C2=CC(=C(C=C2)NC(=O)NC2=CC(=C(C=C2)CN2CCN(CC2)C)C(F)(F)F)F)C2CCC2